C(C)(=O)N1CCC(CC1)N1N=CC(=C1C(=O)NC1=C(C=C(C=C1F)C#CC1=CC=CC=C1)F)Cl 1-(1-acetylpiperidin-4-yl)-4-chloro-N-(2,6-difluoro-4-(phenylethynyl)phenyl)-1H-pyrazole-5-carboxamide